N=1N=CN2C1C=CC(=C2)C2=CNC=1N=C(N=CC12)NC1CCC(CC1)OCCO 2-(((1r,4r)-4-((5-([1,2,4]triazolo[4,3-a]pyridin-6-yl)-7H-pyrrolo[2,3-d]pyrimidin-2-yl)amino)cyclohexyl)oxy)ethan-1-ol